(S)-(+)-2-pyrrolidinemethanol C1C[C@H](NC1)CO